5-cyclopropyl-1-(methyl-d3)-1H-pyrazole C1(CC1)C1=CC=NN1C([2H])([2H])[2H]